2-BROMO-5,5-DIMETHYL-CYCLOHEX-1-ENECARBALDEHYDE BrC1=C(CC(CC1)(C)C)C=O